ClC=1C=NN2C1C=C(C=C2C#N)CN2C[C@H](CCC2)C 3-chloro-5-{[(3S)-3-methylpiperidin-1-yl]methyl}pyrazolo[1,5-a]pyridine-7-carbonitrile